NC1=CC2=CN(N=C2C=C1C(=O)OC)C1CC(C1)N1CCN(CC1)C(=O)OC(C)(C)C methyl 5-amino-2-((1r,3r)-3-(4-(tert-butoxycarbonyl)piperazin-1-yl)cyclobutyl)-2H-indazole-6-carboxylate